C(CC)C1=C(C(=O)N)C=CC(=C1)C(=O)N propylterephthalamide